BrC1=CC=C(C=C1)NC=1C(C2=C(NC(=N2)NC)C(C1Cl)=O)=O 5-((4-bromophenyl)amino)-6-chloro-2-(methylamino)-1H-benzo[d]imidazole-4,7-dione